N1CCC(CCC1)SC=1C=C2CN(C(C2=CC1)=O)C1C(NC(CC1)=O)=O 3-(5-(azepan-4-ylsulfanyl)-1-oxoisoindolin-2-yl)piperidine-2,6-dione